ClC1=CC=C(C=C1)N1CCN(CC1)C(=O)C=1C=NN2C1C=C(C=C2)CNC(C2=CC=CC=C2)=O N-((3-(4-(4-chlorophenyl)piperazine-1-carbonyl)pyrazolo[1,5-a]pyridin-5-yl)methyl)benzamide